C1=CC=C2C=C3C(=CC2=C1)C=CC=[Si]3 silaanthracene